CC1=C(C=CC(=C1)C)C1=NC(=NC(=N1)C1=C(C=C(C=C1)C)C)C1=C(C=C(C=C1)OCCCCCCCC)O 2-[4,6-Bis(2,4-dimethylphenyl)-1,3,5-triazin-2-yl]-5-(octyloxy)phenol